C(C)(C)OC(=O)C=1C(N(C=C(C1)Cl)C(C)C)=O 5-chloro-1-isopropyl-2-oxo-1,2-dihydropyridine-3-carboxylic acid isopropyl ester